methyl 5-(difluoromethyl)indolizine-2-carboxylate FC(C=1N2C=C(C=C2C=CC1)C(=O)OC)F